4-(4-(2-(5-Amino-8-(furan-2-yl)-2-oxothiazolo[5,4-e][1,2,4]triazolo[1,5-c]pyrimidin-3(2H)-yl)ethyl)piperazin-1-yl)-3-fluoro-N-(2-morpholinoethyl)benzamide NC1=NC2=C(C=3N1N=C(N3)C=3OC=CC3)SC(N2CCN2CCN(CC2)C2=C(C=C(C(=O)NCCN3CCOCC3)C=C2)F)=O